C(C=C)OOC(=O)NC1=NN(C=C1C1=CC=C(OCC(C(=O)OC(C)(C)C)ON2C(C3=CC=CC=C3C2=O)=O)C=C1)CCCNC(=O)OC(C)(C)C tert-Butyl 3-(4-(3-(((allyloxy)carboxyl)amino)-1-(3-((tert-butoxycarbonyl)-amino)propyl)-1H-pyrazol-4-yl)phenoxy)-2-((1,3-dioxoisoindolin-2-yl)oxy)propanoate